(R)-tert-butyl(2-(4-methyl-3-((1-(naphthalen-1-yl)ethyl) carbamoyl)phenoxy)ethyl)carbamate C(C)(C)(C)OC(NCCOC1=CC(=C(C=C1)C)C(N[C@H](C)C1=CC=CC2=CC=CC=C12)=O)=O